C/C=C(/C(=C/C)/C1=CC=C(C=C1)O)\\C2=CC=C(C=C2)O The molecule is an olefinic compound that is hexa-2,4-diene substituted by 4-hydroxyphenyl groups at positions 3 and 4 respectively. It has a role as a xenoestrogen. It is a member of phenols and an olefinic compound.